BrC1=CC=C(C2=C1OCCN2C(=O)OC(C)(C)C)Cl tert-butyl 8-bromo-5-chloro-2H-benzo[b][1,4]oxazin-4(3H)-carboxylate